ClC1=CC=C(C=C1)[C@H](C(=O)O)C |r| (±)-2-(4-chlorophenyl)propanoic acid